CN(CCN(C1=CC(=C(C=C1)NC1=NC=C(C(=N1)C1=CN(C2=CC=CC=C12)C)C=1C=CC(=C(C=O)C1)O)OC)C)C 5-(2-((4-((2-(dimethylamino)ethyl)(methyl)amino)-2-methoxyphenyl)amino)-4-(1-methyl-1H-indol-3-yl)pyrimidin-5-yl)-2-hydroxybenzaldehyde